((2R,4S,5S)-4-amino-5-fluorotetrahydro-2H-pyran-2-yl)((S)-1-(4-fluorophenyl)-3,4-dihydroisoquinolin-2(1H)-yl)methanone N[C@H]1C[C@@H](OC[C@H]1F)C(=O)N1[C@H](C2=CC=CC=C2CC1)C1=CC=C(C=C1)F